7-cyclopropyl-3-oxa-7,9-diazabicyclo[3.3.1]nonan-6-one C1(CC1)N1C(C2COCC(C1)N2)=O